FC=1C(=CC(=C(NCC#CC=2C=C(C3=C(N(C=N3)CC(F)(F)F)C2)C(=O)N[C@@H]2[C@H](CN(CC2)C(=O)OC(C)(C)C)C)C1)OC)C(NC)=O tert-butyl (3S,4S)-4-[[6-[3-[5-fluoro-2-methoxy-4-(methylcarbamoyl)anilino]prop-1-ynyl]-1-(2,2,2-trifluoroethyl) benzimidazole-4-carbonyl]amino]-3-methyl-piperidine-1-carboxylate